N[C@H](C)C1=CC=C(C(=O)OCC)C=C1 ethyl (R)-4-(1-aminoethyl)benzoate